C(C)(C)(C)OC(NC1=NN(C(=C1)C1=C(C2=C(N=CN=C2N)N1C)C1=CC=C(C=C1)OC1=NC=CC(=N1)C)C)=O (5-(4-amino-7-methyl-5-(4-((4-methylpyrimidin-2-yl)oxy)phenyl)-7H-pyrrolo[2,3-d]pyrimidin-6-yl)-1-methyl-1H-pyrazol-3-yl)carbamic acid tert-butyl ester